(±)-4-methyl-2-(methyl-d3)piperidine CC1CC(NCC1)C([2H])([2H])[2H]